tert-butyl ((2-(hydroxymethyl)cyclopropyl)methyl)carbamate OCC1C(C1)CNC(OC(C)(C)C)=O